6,9,12,15,18,21,24,27,30,33,36,39,42,45,48,51-hexadecaoxo-1,2-dithia-5,8,11,14,17,20,23,26,29,32,35,38,41,44,47,50-hexadecaazacyclotripentacontane-4-carboxylic acid O=C1NC(CSSCCC(NCC(NCC(NCC(NCC(NCC(NCC(NCC(NCC(NCC(NCC(NCC(NCC(NCC(NCC(NC1)=O)=O)=O)=O)=O)=O)=O)=O)=O)=O)=O)=O)=O)=O)=O)C(=O)O